6-(2-hydroxy-2-methylpropoxy)-4-(6-(6-picolinoyl-3,6-diazabicyclo[3.1.1]heptan-3-yl)pyridin-3-yl)pyrazolo[1,5-a]pyridine-3-carbonitrile OC(COC=1C=C(C=2N(C1)N=CC2C#N)C=2C=NC(=CC2)N2CC1(NC(C2)C1)C(C1=CC=CC=N1)=O)(C)C